(S)-Benzhydryl-2-(2-chlorophenyl)propanoate C(C1=CC=CC=C1)(C1=CC=CC=C1)OC([C@@H](C)C1=C(C=CC=C1)Cl)=O